N-(2-aminophenyl)-4-{[N-methyl-2-(2-propanamidoethoxy)acetamido]methyl}benzamide NC1=C(C=CC=C1)NC(C1=CC=C(C=C1)CN(C(COCCNC(CC)=O)=O)C)=O